fluoroisatoic anhydride FN1C=2C(C(=O)OC1=O)=CC=CC2